C(#N)C1=C(C=CC=2OCOC21)C=2C=C1C(=NC2)N(N=C1NC(CC(C)(C)C)=O)CC(C)OC N-(5-(4-cyanobenzo[d][1,3]dioxol-5-yl)-1-(2-methoxypropyl)-1H-pyrazolo[3,4-b]pyridin-3-yl)-3,3-dimethylbutanamide